ethyl 5-(pyridin-4-yl)-1,3,4-thiadiazole-2-carboxylate N1=CC=C(C=C1)C1=NN=C(S1)C(=O)OCC